methyl-1-(2-oxo-1,3-dihydropyrrolo[2,3-b]pyridin-5-yl)benzimidazole-5-carboxamide CC1=NC2=C(N1C=1C=C3C(=NC1)NC(C3)=O)C=CC(=C2)C(=O)N